2-(3-Iodophenyl)-N-methylacetohydrazide hydrochloride Tert-butyl-2-(2-(3-iodophenyl)acetyl)-2-methylhydrazine-1-carboxylate C(C)(C)(C)OC(=O)NN(C)C(CC1=CC(=CC=C1)I)=O.Cl.IC=1C=C(C=CC1)CC(=O)N(N)C